7-methoxy-6-methyl-1,5-naphthyridin-4-ol COC1=C(N=C2C(=CC=NC2=C1)O)C